N1=CC=C(C=C1)C1=CC=C2C(=NNC2=C1)NC(CCC)=O N-(6-(pyridin-4-yl)-1H-indazol-3-yl)butyramide